N1=CC=C(C=C1)NC(=O)NC1=C(C=C(C=C1Cl)Cl)Cl N-(4-pyridyl)N'-(2,4,6-trichlorophenyl)urea